ClC=1C=CC(=C(C1)N1CCC(CC1)C(=O)O)CN1CCN(CC1)C(=O)OC(C(F)(F)F)C(F)(F)F 1-(5-Chloro-2-((4-(((1,1,1,3,3,3-hexafluoropropan-2-yl)oxy)carbonyl)piperazin-1-yl)methyl)phenyl)piperidine-4-carboxylic acid